C(CCC)C1C(CC(O1)=O)C 5-butyl-4-methyldihydro-2(3H)-furanone